CC12C=CC(C3CCCC13)C2 5-methyl-tricyclo[4.3.0.12,5]-3-decene